FC1(CN=CC(=C1C1=C(C=CC=C1)OC1=CC=NC2=CC(=C(C=C12)OC)OCCOC)F)C(=O)N 3,5-difluoro-4-([6-methoxy-7-(2-methoxyethoxy)quinolin-4-yl]oxylphenyl)pyridine-3-carboxamide